C1N(CC12CCNC2)C(=O)[O-] 2,7-diazaspiro-[3.4]octane-2-carboxylate